N,N,N'',N''-tetramethyldiethylenetriamine CN(CCNCCN(C)C)C